FC(C(C(F)(F)F)(C1=CC=C(N)C(=C1)OC(F)(F)F)F)(F)F 4-(perfluoropropan-2-yl)-6-(trifluoromethoxy)aniline